C(N)(=O)C1=CC2=C(N(C(=N2)NC(=O)C2=CC(=NN2CC)C)C\C=C\CO)C(=C1)OCCCNC(OC(C)(C)C)=O tert-butyl (E)-(3-((5-carbamoyl-2-(1-ethyl-3-methyl-1H-pyrazole-5-carboxamido)-1-(4-hydroxybut-2-en-1-yl)-1H-benzo[d]imidazol-7-yl)oxy)propyl)carbamate